1-((1r,2r)-2-hydroxy-7-(methoxymethyl)-4,4-dimethyl-1,2,3,4-tetrahydronaphthalen-1-yl)-3-(5-methyl-2-(tetrahydro-2H-pyran-4-yl)pyridin-3-yl)urea O[C@H]1[C@@H](C2=CC(=CC=C2C(C1)(C)C)COC)NC(=O)NC=1C(=NC=C(C1)C)C1CCOCC1